8-(4-phenethylpiperidine-1-carbonyl)5,10-dihydro-11H-dibenzo[b,e][1,4]diazepin-11-one C(CC1=CC=CC=C1)C1CCN(CC1)C(=O)C=1C=CC2=C(NC(C3=C(N2)C=CC=C3)=O)C1